2,3-DIMETHOXYCINNAMALDEHYDE COC1=C(C=CC=O)C=CC=C1OC